4-amino-1,3-dihydrofuro[3,4-c][1,7]naphthyridine-8-carbonitrile Potassium 4-cyano-2,5-dihydrofuran-3-olate C(#N)C1=C(COC1)[O-].[K+].NC1=NC=2C=NC(=CC2C2=C1COC2)C#N